CN(C1(COCCC1)C(=O)N[C@@H](C)C1=CC=C(C(=O)OC)C=C1)CCOC1=CC=CC=C1 Methyl 4-[(1S)-1-[[3-[methyl(2-phenoxyethyl)amino]tetrahydropyran-3-carbonyl]amino]ethyl]benzoate